IC1=C2C(=NN1C(=O)OC(C)(C)C)C(CC2)C2=CC=CC=C2 Tert-butyl 3-iodo-6-phenyl-5,6-dihydrocyclopenta[c]pyrazole-2(4H)-carboxylate